ClC1=C2C(=CNC2=CC=C1)C(CC#N)=O 3-(4-chloro-1H-indol-3-yl)-3-oxopropionitrile